undecenoic acid triethanolamine salt N(CCO)(CCO)CCO.C(C=CCCCCCCCC)(=O)O